FC=1C(=NC=CN1)N1N=C(C(=C1)C(=O)NC1=NC(=CC=C1)C=1N2C(=NN1)CC[C@@H]2C)OC (S)-1-(3-fluoropyrazin-2-yl)-3-methoxy-N-(6-(5-methyl-6,7-dihydro-5H-pyrrolo[2,1-c][1,2,4]triazol-3-yl)pyridin-2-yl)-1H-pyrazole-4-carboxamide